CC(=O)C=1NC=CC1 methyl-2-pyrrolylmethanone